(Z)-1-(3-(3-([1,1'-Biphenyl]-4-yl)-4-oxo-3,4-dihydrophthalazin-1-yl)phenyl)-N-methylmethanimine oxide C1(=CC=C(C=C1)N1N=C(C2=CC=CC=C2C1=O)C=1C=C(C=CC1)\C=[N+](\C)/[O-])C1=CC=CC=C1